COC1=CC=C(CN(S(=O)(=O)C=2C(=C(C=CC2S(=O)(=O)CC[Si](C)(C)C)N2C[C@H]([C@H](CC2)NC(OC(C)(C)C)=O)F)C2=NN=NN2CC2=CC=C(C=C2)OC)CC2=CC=C(C=C2)OC)C=C1 tert-butyl (cis-1-(3-(N,N-bis(4-methoxybenzyl)sulfamoyl)-2-(1-(4-methoxybenzyl)-1H-tetrazol-5-yl)-4-((2-(trimethylsilyl)ethyl)sulfonyl)phenyl)-3-fluoropiperidin-4-yl)carbamate